FC1=C(C=CC=C1)N(S(=O)(=O)N(CC(=O)NC1C2CC3(CC(CC1C3)C2)C(=O)N)C)C 4-(2-((N-(2-fluorophenyl)-N-methylsulfamoyl)(methyl)amino)acetamido)adamantane-1-carboxamide